OC1CC(N(C1)C(C(C(C)C)N1N=NC(=C1)C1=NC=CC=N1)=O)C(=O)NC 4-hydroxy-N-methyl-1-(3-methyl-2-(4-(pyrimidin-2-yl)-1H-1,2,3-triazol-1-yl)butyryl)pyrrolidine-2-carboxamide